CC(CC1CCC(N1)C(=O)N)(C)C 5-(2,2-dimethylpropyl)pyrrolidine-2-carboxamide